N-(1-(6-cyclopropylimidazo[1,2-a]pyridin-2-yl)ethyl)-2-methylpropane-2-sulfinamide C1(CC1)C=1C=CC=2N(C1)C=C(N2)C(C)NS(=O)C(C)(C)C